O(C1=CC=CC=C1)C=1C=C(C=CC1)CCNC(=O)C12CC3(CC(CC(C1)C3)C2)C2=CC=C(C=C2)Cl 3-(4-Chloro-phenyl)-adamantane-1-carboxylic acid [2-(3-phenoxy-phenyl)-ethyl]amide